CCCCCCCCCCCCCCCC(=O)O[C@H](COC(=O)CCCCCCC/C=C\\C/C=C\\CCCCC)COP(=O)([O-])OCC[N+](C)(C)C The molecule is a phosphatidylcholine 34:2 in which the acyl groups specified at positions 1 and 2 are (9Z,12Z)-octadecadienoyl and linoleoyl respectively. It derives from a linoleic acid and a hexadecanoic acid.